N-(3''-fluoro-4''-formyl-5''-methoxy-2,2''-dimethyl-[1,1':3',1''-terphenyl]-3-yl)-1,3-dimethyl-2,4-dioxo-1,2,3,4-tetrahydropyrimidine-5-carboxamide FC=1C(=C(C=C(C1C=O)OC)C=1C=C(C=CC1)C1=C(C(=CC=C1)NC(=O)C=1C(N(C(N(C1)C)=O)C)=O)C)C